trans-N1-(5-fluoro-4-(3-morpholinophenyl)pyrimidin-2-yl)cyclohexane-1,4-diamine FC=1C(=NC(=NC1)N[C@@H]1CC[C@H](CC1)N)C1=CC(=CC=C1)N1CCOCC1